4-[N-(2-cyanoethyl)sulfamoyl]-N-[6-(3-methylpiperidinylmethyl)benzothiazole-2-yl]Benzamide C(#N)CCNS(=O)(=O)C1=CC=C(C(=O)NC=2SC3=C(N2)C=CC(=C3)CN3CC(CCC3)C)C=C1